C(CCCCCCCCCCCCCCCCC)N1C(C2=CC=C3C=4C2=C(C1=O)C=CC4SC4=CC=CC=C43)=O 2-Octadecyl-1H-thioxantheno[2,1,9-def]isoquinoline-1,3(2H)-dione